CN1C(C=CC(=C1)[C@@H]1OCC[C@@H](C1)C1=NC2=NC(=C(N=C2C(=N1)C1=C(C=C(C=C1)F)F)C)C)=O 1-methyl-5-[(2R,4S)-4-[4-(2,4-difluorophenyl)-6,7-dimethyl-pteridin-2-yl]tetrahydropyran-2-yl]pyridin-2-one